C(C)(=O)O.C(C(C)O)O 1,2-propane-diol acetate